ethyl 3-[(6-bromo-5-fluoro-1-methyl-indazol-3-yl)-carbamoyl-amino]propanoate BrC1=C(C=C2C(=NN(C2=C1)C)N(CCC(=O)OCC)C(N)=O)F